(3S,4R)-1-[4-({8-[3-(difluoromethanesulfonylmethyl)azetidin-1-yl]-5-(propan-2-yl)isoquinolin-3-yl}amino)pyrimidin-2-yl]-3-fluoro-3-methylpiperidin-4-ol FC(S(=O)(=O)CC1CN(C1)C=1C=CC(=C2C=C(N=CC12)NC1=NC(=NC=C1)N1C[C@]([C@@H](CC1)O)(C)F)C(C)C)F